OC1=C(C=C(C=C1)C1(C2=CC=CC=C2C=2C=CC=CC12)C1=CC(=C(C=C1)O)F)F 9,9-bis(4-hydroxy-3-fluorophenyl)fluorene